ClCC(C(C=C)C)(O)C1=CC=C(C=C1)Cl 1-chloro-2-(4-chlorophenyl)-3-methyl-4-pentene-2-ol